diphenylstilbene-4,4'-diamine C1(=CC=CC=C1)C(=C(C1=CC=C(C=C1)N)C1=CC=CC=C1)C1=CC=C(C=C1)N